IC1=CC=C(C=C1)N(C(C1=CC=CC=C1)=O)OC N-(4-Iodophenyl)-N-methoxybenzamide